CC(CCCCC)N(C1=CC=C(C=C1)C)C1=CC=CC=C1 (1-Methylhexyl)-phenyl-p-tolyl-amine